4-(1-(2-(trifluoromethyl)benzoyl)-1H-pyrrolo[2,3-c]pyridin-4-yl)benzonitrile FC(C1=C(C(=O)N2C=CC=3C2=CN=CC3C3=CC=C(C#N)C=C3)C=CC=C1)(F)F